(S)-1-methyl-N-(6-(5-(methyl-d3)-1,2,4-oxadiazol-3-yl)-2,3-dihydrobenzofuran-3-yl)-1H-pyrazole-4-carboxamide CN1N=CC(=C1)C(=O)N[C@@H]1COC2=C1C=CC(=C2)C2=NOC(=N2)C([2H])([2H])[2H]